3-(4-(2-(1,3-dimethyl-2,6-dioxo-1,2,3,6-tetrahydro-7H-purin-7-yl)ethoxy)phenyl)acrylic acid CN1C(N(C=2N=CN(C2C1=O)CCOC1=CC=C(C=C1)C=CC(=O)O)C)=O